4-fluoroproline FC1C[C@H](NC1)C(=O)O